FC1=C(C=C(C=C1)NC(=O)C=1C=CC2=C(C=3N(CCO2)C=NC3)C1)S(=O)(=O)C N-(4-fluoro-3-(methylsulfonyl)phenyl)-5,6-dihydrobenzo[f]imidazo[1,5-d][1,4]oxazepine-10-carboxamide